2,2-bis(4-fluorophenyl)-2-((trimethylsilyl)oxy)acetonitrile FC1=CC=C(C=C1)C(C#N)(O[Si](C)(C)C)C1=CC=C(C=C1)F